(rac)-trans-3-((6-(5-((((2-Cyclopropylethyl)(methyl)carbamoyl)oxy)methyl)-1-methyl-1H-pyrazol-4-yl)pyridin-3-yl)oxy)cyclohexan C1(CC1)CCN(C(=O)OCC1=C(C=NN1C)C1=CC=C(C=N1)OC1CCCCC1)C